4,4'-oxybisphthalhydrazide O(C=1C=C2C(C(=O)NNC2=O)=CC1)C=1C=C2C(C(=O)NNC2=O)=CC1